C(#C)C=1C=C(C=CC1)NC1=NC=NC2=CC(=C(C=C12)OC1CCN(CC1)C(COC)=O)OC 4-[(3-ethynyl-phenyl)amino]-6-[1-(2-methoxy-acetyl)-piperidin-4-yloxy]-7-methoxy-quinazoline